dimethylcarbamic thioanhydride CN(C(=O)SC(N(C)C)=O)C